4-(benzyloxy)-7-methyl-3-[((S)-1-methylazetidin-2-yl)methyl]indole C(C1=CC=CC=C1)OC1=C2C(=CNC2=C(C=C1)C)C[C@@H]1N(CC1)C